2-(5-bromo-6-cyclopropylpyrazin-2-yl)propan-2-ol BrC=1N=CC(=NC1C1CC1)C(C)(C)O